3-(2-methyl-5-((2-(trifluoromethyl)pyridin-3-yl)methoxy)-2H-indazole-3-carboxamido)tetrahydrofuran-3-carboxylic acid CN1N=C2C=CC(=CC2=C1C(=O)NC1(COCC1)C(=O)O)OCC=1C(=NC=CC1)C(F)(F)F